tert-butyl 3-oxo-2-azabicyclo[2.2.1]heptane-2-carboxylate O=C1N(C2CCC1C2)C(=O)OC(C)(C)C